(Ra)-N-[(2-aminoquinolin-7-yl)methyl]-N-(2-fluoro-6-methanesulfonylphenyl)acetamide NC1=NC2=CC(=CC=C2C=C1)CN(C(C)=O)C1=C(C=CC=C1S(=O)(=O)C)F